6-(trifluoromethyl)-pyrimidine FC(C1=CC=NC=N1)(F)F